N-((2-butyl-1-((2'-(N-(4,5-dimethylisoxazol-3-yl)sulfamoyl)-2-(ethoxymethyl)-[1,1'-biphenyl]-4-yl)methyl)-4-methyl-5-oxo-4,5-dihydro-1H-imidazol-4-yl)methyl)cyclopentanecarboxamide C(CCC)C=1N(C(C(N1)(C)CNC(=O)C1CCCC1)=O)CC1=CC(=C(C=C1)C1=C(C=CC=C1)S(NC1=NOC(=C1C)C)(=O)=O)COCC